(4S)-7-bromo-4-(2-cyclopropylethynyl)-3-[(1R)-1-phenylethyl]-4-(trifluoromethyl)-1,2,3,4-tetrahydroquinazolin-2-one BrC1=CC=C2[C@](N(C(NC2=C1)=O)[C@H](C)C1=CC=CC=C1)(C(F)(F)F)C#CC1CC1